1-methyl-6-oxo-N-(5-(3,4,5-trifluorobenzyl)pyridin-2-yl)-1,6-dihydropyridine-3-carboxamide CN1C=C(C=CC1=O)C(=O)NC1=NC=C(C=C1)CC1=CC(=C(C(=C1)F)F)F